2-[2-(difluoromethoxy)-4-methyl-phenyl]-4,4,5,5-tetramethyl-1,3,2-dioxaborolane FC(OC1=C(C=CC(=C1)C)B1OC(C(O1)(C)C)(C)C)F